N-(pyridin-3-yl)-N-({5-[5-(trifluoromethyl)-1,3,4-oxadiazol-2-yl]-1,3-thiazol-2-yl}methyl)ethane-1-sulfonamide N1=CC(=CC=C1)N(S(=O)(=O)CC)CC=1SC(=CN1)C=1OC(=NN1)C(F)(F)F